N-[3-Fluoro-4-[(6-methoxy-1,5-naphthyridin-4-yl)oxy]phenyl]-5-(furan-2-yl)-4-hydroxy-6-methylpyridine-3-carboxamide FC=1C=C(C=CC1OC1=CC=NC2=CC=C(N=C12)OC)NC(=O)C=1C=NC(=C(C1O)C=1OC=CC1)C